N-(1'-(6-(1,1-difluoroethyl)pyridin-2-yl)-1',2'-dihydrospiro[piperidin-4,3'-pyrrolo[3,2-c]pyridin]-6'-yl)acetamide FC(C)(F)C1=CC=CC(=N1)N1CC2(C=3C=NC(=CC31)NC(C)=O)CCNCC2